CSC1=C(C=CC=C1)C=1SC2=C(N1)C=CC=C2 2-(2-(methylthio)phenyl)benzo[D]thiazole